chlorophenylenediisocyanate ClC1=C(C(=CC=C1)N=C=O)N=C=O